NC=1N=CN(C(C1C(=O)OC)=O)C1=C(C=CC=C1C(F)F)Cl methyl 4-amino-1-((S)-2-chloro-6-(difluoromethyl)phenyl)-6-oxo-1,6-dihydropyrimidine-5-carboxylate